(1S,3R)-3-[[1-[2-[(4-methoxyphenyl)methoxy]-4-(trifluoromethyl)phenyl]pyrido[3,4-d]pyridazin-4-yl]amino]cyclohexanol COC1=CC=C(C=C1)COC1=C(C=CC(=C1)C(F)(F)F)C1=C2C(=C(N=N1)N[C@H]1C[C@H](CCC1)O)C=NC=C2